The molecule is a fatty acid ester obtained by the formal condensation of butan-1-ol with caproleic acid. It has a role as a metabolite. It is a fatty acid ester and an olefinic compound. It derives from a dec-9-enoic acid and a butan-1-ol. CCCCOC(=O)CCCCCCCC=C